N-(4-benzofuran-2-yl-phenyl)-N-(4-benzothien-2-yl-phenyl)-N-{4-(2-thiophen-2-yl-benzooxazol-6-yl)-phenyl}-amine O1C(=CC2=C1C=CC=C2)C2=CC=C(C=C2)N(C2=CC=C(C=C2)C2=CC1=C(N=C(O1)C=1SC=CC1)C=C2)C2=CC=C(C=C2)C=2SC1=C(C2)C=CC=C1